1-(4-(((4-Bromophenyl)thio)methyl)-4-methylpiperidin-1-yl)ethan-1-one BrC1=CC=C(C=C1)SCC1(CCN(CC1)C(C)=O)C